C(C)C1=C(C=CC(=C1)Br)N=S(=O)=O ethyl-p-bromophenyl-iminosulfone